C(C)(=O)OC1C(OC(C(C1OC(C)=O)OC(C)=O)OP(=O)(O)O)[C@@H](COC(C)=O)OC(C)=O 2-((R)-1,2-diacetoxyethyl)-6-(phosphonooxy)tetrahydro-2H-pyran-3,4,5-triyl triacetate